t-pentylperoxyacetate C(C)(C)(CC)OOC(C)=O